C[C@@]1(N(CCC1)C(C(C)C)=O)C(=O)[O-] methyl-isobutyryl-L-prolinate